N1=C(C=CC=C1)C1=CN=C(S1)N 5-(pyridin-2-yl)thiazol-2-amine